2-((difluoro(methylsulfonyl)methyl)sulfonyl)pyridine FC(S(=O)(=O)C1=NC=CC=C1)(S(=O)(=O)C)F